ClC1=CC(=C(N=N1)NC)NCC1=C(C=C(C=C1)OC)OC 6-chloro-N4-(2,4-dimethoxybenzyl)-N3-methylpyridazine-3,4-diamine